C(C)(C)(C)C12C(CN(C1)C(=O)O)OSO2.C(#N)C2([C@H]1CN(C[C@@H]21)C(=O)OC(C)(C)C)C2=CC=CC=C2 tert-butyl (1R,5S,6s)-6-cyano-6-phenyl-3-azabicyclo[3.1.0]hexane-3-carboxylate Tert-butyl-tetrahydro-5H-[1,3,2]dioxathiolo[4,5-c]pyrrole-5-carboxylate